tert-butyl (S)-5-(5-(1-(tert-butoxycarbonyl)pyrrolidin-2-yl)-1,2,3,4-tetrahydroisoquinolin-7-yl)-3-methyl-1H-pyrrolo[2,3-b]pyridine-1-carboxylate C(C)(C)(C)OC(=O)N1[C@@H](CCC1)C1=C2CCNCC2=CC(=C1)C=1C=C2C(=NC1)N(C=C2C)C(=O)OC(C)(C)C